NC=1C2=C(N=CN1)N(C(=C2C2=CC(=C(C=C2)C(=O)N2CCC2)F)C2CN(CC2)C(C=C)=O)C 1-(3-(4-amino-5-(4-(azetidine-1-carbonyl)-3-fluorophenyl)-7-methyl-7H-pyrrolo[2,3-d]pyrimidin-6-yl)pyrrolidin-1-yl)prop-2-en-1-one